3-((tert-butyloxycarbonyl)amino)methylphenol C(C)(C)(C)OC(=O)NCC=1C=C(C=CC1)O